methacrylic acid methylamino ester CNOC(C(=C)C)=O